C(C)(C)C1(CCNCC1)C1=NN=CO1 5-(4-isopropylpiperidin-4-yl)-1,3,4-Oxadiazole